O1CN=CC2=C1C=CC=C2 benzo[1,2-e][1,3]-oxazine